6-(2-methylbenzo-[d]oxazol-6-yl)-N-(2,2,6,6-tetramethyl-piperidin-4-yl)pyridazin-3-amine CC=1OC2=C(N1)C=CC(=C2)C2=CC=C(N=N2)NC2CC(NC(C2)(C)C)(C)C